Ethyl (S)-3-((tert-butoxycarbonyl)amino)-3-(5-cyclopropyl-4-fluoro-2'-(hydroxymethyl)-4',6'-dimethyl-[1,1'-biphenyl]-3-yl)propanoate C(C)(C)(C)OC(=O)N[C@@H](CC(=O)OCC)C=1C=C(C=C(C1F)C1CC1)C1=C(C=C(C=C1C)C)CO